(R)-1-(((3-butyl-7-(ethylthio)-2-methyl-1,1-dioxido-5-phenyl-2,3,4,5-tetrahydro-1,2,5-benzothiadiazepin-8-yl)oxy)methyl)cyclopropane-1-carboxylic acid C(CCC)[C@H]1N(S(C2=C(N(C1)C1=CC=CC=C1)C=C(C(=C2)OCC2(CC2)C(=O)O)SCC)(=O)=O)C